Lactaldehyd C(C(O)C)=O